(3-(4-chloro-3-cyclopropyl-1H-pyrrolo[2,3-b]pyridin-5-yl)phenyl)-2,4-dihydro-3H-1,2,4-triazol-3-one ClC1=C2C(=NC=C1C=1C=C(C=CC1)N1N=CNC1=O)NC=C2C2CC2